2-methyl-alpha-[2-[[[(4-methylphenyl)sulfonyl]oxy]imino]-3(2H)-thiophenylidene]-phenylacetonitrile CC1=C(C=CC=C1)C(C#N)=C1C(SC=C1)=NOS(=O)(=O)C1=CC=C(C=C1)C